2-((3r,5r,7r)-adamantan-1-yl)ethyl 8-bromooctanoate BrCCCCCCCC(=O)OCCC12CC3CC(CC(C1)C3)C2